FC1=C(C=CC=C1)C1=NC=C(C=N1)C=O 2-(2-fluorophenyl)pyrimidine-5-carbaldehyde